cyclooctane hydroperoxide [O-]O.C1CCCCCCC1